CC1(C2=CC=CC=C2C=2C=CC(=CC12)C1=CC=CC=2C3=C(SC21)C(=CC=C3)C=3C=C(C=CC3)C3=CN=C2C(=N3)OC3=C2C=2C=CC=CC2C=C3)C 9-{3-[6-(9,9-dimethylfluoren-2-yl)dibenzothiophen-4-yl]phenyl}naphtho[1',2':4,5]furo[2,3-b]pyrazine